OP1(CCC=C1)=O 1-hydroxydihydrophosphole oxide